The molecule is a nitrile oxide that is hexane in which two of the terminal methyl hydrogens at positions 1 and 6 have been replaced by oxidonitrile and methylsulfanyl groups. It has a role as an Arabidopsis thaliana metabolite. It is a methyl sulfide and a nitrile oxide. It derives from a hydride of a hexane. CSCCCCCCC#[N+][O-]